C(C)(C)(C)OC(C[C@H]1C=2N(C3=C(C(=N1)C1=CC=C(C(=O)O)C=C1)C(=C(S3)C)C)C(=NN2)C)=O (S)-4-{6-[2-(tert-butoxy)-2-oxoethyl]-2,3,9-trimethyl-6H-thieno[3,2-f][1,2,4]triazolo[4,3-a][1,4]diazepin-4-yl}benzoic acid